N-(2-amino-4-((4-(trifluoromethyl)benzyl)amino)phenyl)-2,3-difluorodecanamide NC1=C(C=CC(=C1)NCC1=CC=C(C=C1)C(F)(F)F)NC(C(C(CCCCCCC)F)F)=O